COC1=NOC(=C1)C(CC#N)=O 3-(3-Methoxyisoxazol-5-yl)-3-oxopropanenitrile